Cl.NCCOCCNC(C1=C(C=C(C=C1)NC=1C=2N(C=CN1)C(=CN2)C=2C(=NN(C2)CC2CC2)C(F)(F)F)F)=O N-(2-(2-aminoethoxy)ethyl)-4-((3-(1-(cyclopropyl-methyl)-3-(trifluoromethyl)-1H-pyrazol-4-yl)imidazo[1,2-a]pyrazin-8-yl)amino)-2-fluorobenzamide hydrochloride